C(C)(C)(C)C1=CC=C(C=CO[SiH](C)C)C=C1 p-t-butyl-(dimethyl)siloxystyrene